1-pentyl-2-hydroxymethyl-5-(benzyloxy)-pyridin-4-one C(CCCC)N1C(=CC(C(=C1)OCC1=CC=CC=C1)=O)CO